3,3'-dicarboxyl-4,4'-bis(4-amino-2-trifluoromethylphenoxy)biphenyl ethyl-4-(2-methyl-1H-indole-5-sulfonamido)benzoate C(C)OC(C1=CC=C(C=C1)NS(=O)(=O)C=1C=C2C=C(NC2=CC1)C)=O.C(=O)(O)C=1C=C(C=CC1OC1=C(C=C(C=C1)N)C(F)(F)F)C1=CC(=C(C=C1)OC1=C(C=C(C=C1)N)C(F)(F)F)C(=O)O